N-(4-(5-(difluoromethyl)-1,3,4-oxadiazol-2-yl)benzyl)-4-methyl-N-phenylpiperazine-1-thioamide FC(C1=NN=C(O1)C1=CC=C(CN(C(=S)N2CCN(CC2)C)C2=CC=CC=C2)C=C1)F